FC(C1=NC=2C=3N([C@](CC2C=C1OCC1COCC1)(C)C(C)C)C=C(C(C3F)=O)C(=O)O)F (6S)-2-(difluoromethyl)-11-fluoro-6-isopropyl-6-methyl-10-oxo-3-((tetrahydrofuran-3-yl)methoxy)-6,10-dihydro-5H-pyrido[1,2-h][1,7]naphthyridine-9-carboxylic acid